3-((9,9-difluoro-3-(3,4-dichlorobenzyl)-5-oxo-1,2,3,5,8,9-hexahydroimidazo[1,2-a]pyrido[3,4-e]pyrimidin-7(6H)-yl)methyl)benzonitrile FC1(CN(CC=2C(N=C3N(C21)CCN3CC3=CC(=C(C=C3)Cl)Cl)=O)CC=3C=C(C#N)C=CC3)F